chloro-3-iodo-1H-pyrazolo[3,4-b]pyridine-4-carboxylic acid ethyl ester C(C)OC(=O)C=1C2=C(N=CC1)N(N=C2I)Cl